ClC=1C(=C(C=CC1F)[C@@H](CCC1=CC=C(C=C1)Cl)NC(=O)[C@H]1NC(NC1)=O)F |&1:8| (4S)-N-((R and S)-1-(3-chloro-2,4-difluorophenyl)-3-(4-chlorophenyl)propyl)-2-oxoimidazolidine-4-carboxamide